C(CC)OC([C@@H](NC(=O)OC(C)(C)C)C)=O (Tert-Butoxycarbonyl)-L-alanine propyl ester